N-((3S,4S)-4-fluoropyrrolidin-3-yl)-6-(6-(1-(trifluoromethyl)cyclopropyl)imidazo[1,2-a]pyrazin-3-yl)pyridin-2-amine F[C@@H]1[C@H](CNC1)NC1=NC(=CC=C1)C1=CN=C2N1C=C(N=C2)C2(CC2)C(F)(F)F